methyl (S)-7-methyl-3-(2-oxo-2-((2-oxo-2-(pyrrolidin-1-yl)ethyl)amino)ethyl)-2-(2-(2-oxopyridin-1(2H)-yl)ethyl)-3,7,8,9-tetrahydro-6H-imidazo[4,5-f]quinoline-6-carboxylate C[C@@H]1N(C2=CC=C3C(=C2CC1)N=C(N3CC(NCC(N3CCCC3)=O)=O)CCN3C(C=CC=C3)=O)C(=O)OC